N1C=C(C2=CC=CC=C12)CCC1N(CCC=2C=C3C(=CC12)OCO3)CCC3CCOCC3 5-(2-(1H-indol-3-yl)ethyl)-6-(2-(tetrahydro-2H-pyran-4-yl)ethyl)-5,6,7,8-tetrahydro-[1,3]dioxolo[4,5-g]isoquinoline